N-((3R,4S)-4-((7-(2,6-dichloro-3,5-dimethoxyphenyl)-5-(2-azaspiro[3.3]heptan-2-yl)-2,6-naphthyridin-3-yl)amino)tetrahydrofuran-3-yl)acrylamide ClC1=C(C(=C(C=C1OC)OC)Cl)C1=NC(=C2C=C(N=CC2=C1)N[C@H]1[C@H](COC1)NC(C=C)=O)N1CC2(C1)CCC2